FC=1C=C2/C(/C(NC2=CC1)=O)=C/C1=CC=C(C=C1)SC (Z)-5-fluoro-3-(4-(methylthio)benzylidene)indolin-2-one